BrC1=NN(C(C2=CC=C(C=C12)C1(CC1)F)=O)CC(=O)OC methyl 2-(4-bromo-6-(1-fluorocyclopropyl)-1-oxophthalazin-2(1H)-yl)acetate